C=CC prop-1-en